N1C=CC=2C1=NC=CC2C(C)N2N=C(C=C2C(=O)N[C@@H]2[C@H](C2)C)C(=O)NC 1-(1-(1H-Pyrrolo[2,3-b]pyridin-4-yl)ethyl)-N3-methyl-N5-((1S,2S)-2-methylcyclopropyl)-1H-pyrazole-3,5-dicarboxamide